C1(=C(C=CC=C1)N(C1=C(C(=CC=C1)C1=C(C=CC=2C3=CC=CC=C3NC12)C1=CC=CC=C1)C=1SC=CC1)C1=C(C=CC=C1)C1=CC=CC=C1)C1=CC=CC=C1 di(biphenylyl)[(phenylcarbazolyl)thiophenylphenyl]amine